(S)-4-(tert-butyl)-2-(isoquinolin-1-yl)-4,5-dihydrooxazole C(C)(C)(C)[C@@H]1N=C(OC1)C1=NC=CC2=CC=CC=C12